C1(=CC=C(C=C1)NC1=CC=C(C=C1)C1=CC(=CC=C1)C1=CC=CC=C1)C1=CC=CC=C1 N-[1,1'-biphenyl]-4-yl[1,1':3',1''-terphenyl]-4-amine